2,4-dimethoxyphenyl-methylamine COC1=C(C=CC(=C1)OC)NC